OC1=CC=C(C=C1)C=1C2=CC=C(N2)C(=C2C=CC(C(=C3C=CC(=C(C=4C=CC1N4)C4=CC=CC=C4)N3)C3=CC=CC=C3)=N2)C2=CC=CC=C2 5-(p-hydroxyphenyl)-10,15,20-triphenylporphyrin